FC(C1=NN=C(O1)C=1C=CC(=NC1)CN(C(=O)N1[C@@H]2CN([C@H](C1)C2)C2CCSCC2)C2=C(C=CC=C2)F)F (1s,4s)-N-((5-(5-(difluoromethyl)-1,3,4-oxadiazol-2-yl)-2-pyridinyl)methyl)-N-(2-fluorophenyl)-5-(tetrahydro-2H-thiopyran-4-yl)-2,5-diazabicyclo[2.2.1]heptane-2-carboxamide